2,4-dichloropyrimidine ClC1=NC=CC(=N1)Cl